Cl.C(C(C)C)C1CN(CCN1)C=1C(=NC=2CCNCC2C1)C(=O)O (3-isobutylpiperazin-1-yl)-5,6,7,8-tetrahydro-1,6-naphthyridine-2-carboxylate hydrochloride